((5-((4-(tert-butyl)benzyl)thio)-4-phenyl-4H-1,2,4-triazol-3-yl)methyl)-9H-carbazole C(C)(C)(C)C1=CC=C(CSC=2N(C(=NN2)CC2=CC=CC=3C4=CC=CC=C4NC23)C2=CC=CC=C2)C=C1